3-(benzofuran-7-ylmethyl)-6-bromo-2-methoxyquinoline O1C=CC2=C1C(=CC=C2)CC=2C(=NC1=CC=C(C=C1C2)Br)OC